N-((2-methoxyethyl)(methyl)(oxo)-λ6-sulfaneylidene)-1-(4-(5-(trifluoromethyl)-1,2,4-oxadiazol-3-yl)phenyl)-1H-pyrazole-4-carboxamide COCCS(=NC(=O)C=1C=NN(C1)C1=CC=C(C=C1)C1=NOC(=N1)C(F)(F)F)(=O)C